ClC1=CC=C(C=C1)C=1N=C(C=2N(C1)C(NN2)=O)C=2C=NN(C2)C 6-(4-chlorophenyl)-8-(1-methyl-1H-pyrazol-4-yl)-[1,2,4]triazolo[4,3-a]pyrazin-3(2H)-one